O=C1N(CCC1)C1=CC=C(C=C1)C=1C=C(C=NC1)C1=C2C(=NC=C1)NC(=C2)C(=O)NCCC=2SC=CN2 4-(5-(4-(2-oxopyrrolidin-1-yl)phenyl)pyridin-3-yl)-N-(2-(thiazol-2-yl)ethyl)-1H-pyrrolo[2,3-b]pyridine-2-carboxamide